N(=NC(C#N)(CC(C)C)C)C(C#N)(CC(C)C)C 2,2'-Azobis(2,4-Dimethylvaleronitrile)